CN1N=NC(=C1C1=NC(=NC(=C1C)NC1CCOCC1)C=1C=C(OCCCNC)C=CC1)C 1-(3-(4-(3,5-dimethyl-3H-1,2,3-triazol-4-yl)-5-methyl-6-(tetra-hydro-2H-pyran-4-ylamino)pyrimidin-2-yl)phenoxy)-3-(methylamino)propan